ClC1=C(C(=CC(=C1F)F)F)CC(C)N(C(=O)C=1C(=NN(C1)C)C(F)F)OC 3-difluoromethyl-1-methyl-1H-pyrazole-4-carboxylic acid [2-(2-chloro-3,4,6-trifluorophenyl)-1-methyl-ethyl]-methoxy-amide